[Pt+2].CC1=C(C(=CC=C1)C)[N+]1=CN(CCC1)C1=C(C=CC=C1C)C 1,3-bis-(2,6-dimethylphenyl)-3,4,5,6-tetrahydropyrimidin-1-ium platinum